N1=C(C=CC=C1)OC(C=C)=O pyridin-2-ylacrylate